BrC1=CC=CC(=N1)C1=CN=C2N1C=C(N=C2)N2CC(CC2)(F)F 3-(6-bromo-2-pyridinyl)-6-(3,3-difluoropyrrolidin-1-yl)imidazo[1,2-a]Pyrazine